((4R,5R)-5-(2-methylphenyl)-2-methyl-1,3-dioxolan-4-yl)methanol CC1=C(C=CC=C1)[C@@H]1[C@H](OC(O1)C)CO